C(CCC(C#N)C#N)(C#N)C#N 1,1,4,4-butanetetracarbonitrile